C(C)(C)(C)OC(NC=1C=C(C=C2C=C(N=CC12)NC(=O)NC)C=1C=NC=CC1C)=O 6-(4-methylpyridin-3-yl)-3-(3-methylureido)isoquinolin-8-ylcarbamic acid tert-butyl ester